FC=1C=CC(=NC1)C1=NOC(=N1)C=1C=CC=C(C#N)C1 5-[3-(5-fluoropyridin-2-yl)-1,2,4-oxadiazol-5-yl]benzonitrile